COCC1=CC=CC(=N1)CN1N=NC(=C1)C1=CC(=NC(=N1)N)C1=CC(=CC=C1)C=1OC=CN1 6-(1-{[6-(methoxymethyl)-2-pyridinyl]methyl}-1H-1,2,3-triazol-4-yl)-4-[m-(1,3-oxazol-2-yl)phenyl]-2-pyrimidinylamine